hydroxy-benzothiophen OC=1SC2=C(C1)C=CC=C2